[18F][C@@H](C=O)[C@@H](O)[C@H](O)[C@H](O)CO 2-[18F]Fluoro-2-deoxy-D-glucose